C(C)(=O)NC1=CC=C(C=C1)N(C(CN1C(=NC2=C1C=CC=C2)Cl)=O)CC=2N(C=CC2)C N-(4-acetamidophenyl)-2-(2-chlorobenzimidazol-1-yl)-N-[(1-methylpyrrol-2-yl)methyl]acetamide